(2S)-2-amino-3-(1,1-dioxidoisothiazolidin-5-yl)-N-methoxy-N-methylpropanamide N[C@H](C(=O)N(C)OC)CC1CCNS1(=O)=O